OC(CC(=O)OC)C methyl β-hydroxybutyrate